N-[(3R,4S)-1-{(5S)-5-[3-(2,6-difluorophenyl)-5-methylpyridin-2-yl]-4,5-dihydro-1,2-oxazol-3-yl}-4-fluoropyrrolidin-3-yl]-1,1-difluoromethanesulfonamide FC1=C(C(=CC=C1)F)C=1C(=NC=C(C1)C)[C@@H]1CC(=NO1)N1C[C@H]([C@H](C1)F)NS(=O)(=O)C(F)F